2-methyl-2-(4'-(morpholine-4-carbonyl)-[1,1'-biphenyl]-4-yl)propionic acid CC(C(=O)O)(C)C1=CC=C(C=C1)C1=CC=C(C=C1)C(=O)N1CCOCC1